FC1=C(C(=O)N2[C@@H](CN(C[C@H]2C)C(=O)C2=C(C=C(C=C2)OC)F)C)C(=CC(=C1)OC)C ((3R,5R)-4-(2-fluoro-4-methoxy-6-methylbenzoyl)-3,5-dimethylpiperazin-1-yl)(2-fluoro-4-methoxyphenyl)methanone